BrC(C(=O)NC1=C(SC=C1C)C(=O)OC)C methyl 3-(2-bromopropionamido)-4-methylthiophene-2-carboxylate